C(C)OC1=C(C=C(C=C1)N1C2(CCC2)C(N(C1=S)C=1C=C(C(=NC1)C#N)C(F)(F)F)=O)C1=NN2C(C(N1)=O)=C(N=C2CCC)C 5-(5-(4-ethoxy-3-(5-methyl-4-oxo-7-propyl-3,4-dihydroimidazo[5,1-f][1,2,4]triazin-2-yl)phenyl)-8-oxo-6-thioxo-5,7-diazaspiro[3.4]octan-7-yl)-3-(trifluoromethyl)picolinonitrile